2-[2-(4-fluorophenyl)ethynyl]-3-nitrobenzoate FC1=CC=C(C=C1)C#CC1=C(C(=O)[O-])C=CC=C1[N+](=O)[O-]